2-(3'-tert-butyl-5'-[2-(2-ethylhexyloxy)-carbonylethyl]-2'-hydroxyphenyl)-5-chlorobenzotriazole C(C)(C)(C)C=1C(=C(C=C(C1)CCC(=O)OCC(CCCC)CC)N1N=C2C(=N1)C=CC(=C2)Cl)O